FC1=C(C(=CC(=C1)OCCN1CC(C1)CF)F)[C@H]1N([C@@H](CC2=C1NC1=CC=CC=C21)C)C(C)=O 1-((1R,3R)-1-(2,6-difluoro-4-(2-(3-(fluoromethyl)azetidin-1-yl)ethoxy)phenyl)-3-methyl-3,4-dihydro-1H-pyrido[3,4-b]indol-2(9H)-yl)ethanone